C(C)N1N=C(C=C1)C=1C(=CC(=NC1)NC(C)=O)NC1=NC(=CC(=C1)COC)S(=O)(=O)C N-(5-(1-ethyl-1H-pyrazol-3-yl)-4-((4-(methoxymethyl)-6-(methylsulfonyl)pyridin-2-yl)amino)pyridin-2-yl)acetamide